3-(5-methyl-4-oxo-7-propyl-3,4-dihydroimidazo[5,1-f][1,2,4]triazin-2-yl)benzenesulfonamide CC=1N=C(N2N=C(NC(C21)=O)C=2C=C(C=CC2)S(=O)(=O)N)CCC